N1C=CC2=CC(=CC=C12)C#CCN1C(N(C(C(=C1Cl)NC(CCC1=CC=C(C=C1)C)=O)=O)C)=O N-(1-(3-(1H-indol-5-yl)prop-2-yn-1-yl)-6-chloro-3-methyl-2,4-dioxo-1,2,3,4-tetrahydropyrimidin-5-yl)-3-(p-tolyl)propanamide